C[C@H]1O[C@@H](CN(C1)C=1C=C(C(=CC1)N)N)C 4-((2R,6R)-2,6-dimethylmorpholino)benzene-1,2-diamine